(6-(4-(piperazin-1-yl)phenyl)pyrazolo[1,5-a]pyrimidin-3-yl)quinoline N1(CCNCC1)C1=CC=C(C=C1)C=1C=NC=2N(C1)N=CC2C2=NC1=CC=CC=C1C=C2